CN(CCN(C1=CC=C(C=C1)[N+](=O)[O-])C)C N,N,N'-trimethyl-N'-(4-nitrophenyl)ethane-1,2-diamine